(1R,5S)-benzyl 3-thia-6-azabicyclo[3.1.1]heptane-6-carboxylate [C@@H]12CSC[C@@H](N1C(=O)OCC1=CC=CC=C1)C2